1-eicosanoyl-2-(9Z-tetradecenoyl)-glycero-3-phosphoserine CCCCCCCCCCCCCCCCCCCC(=O)OC[C@H](COP(=O)(O)OC[C@@H](C(=O)O)N)OC(=O)CCCCCCC/C=C\CCCC